ClC1=C(C=CC=C1S)N=S1(CCCCC1)=O 1-((2-chloro-3-mercaptophenyl)imino)hexahydro-1lambda6-thiopyran 1-oxide